ClC=1C=CC=C2C=C(NC12)C(=O)N[C@H](C(=O)N[C@H](C(=O)OC)CC1C(NC(CC1)(C)C)=O)CC1CC1 methyl (2S)-2-[[(2S)-2-[(7-chloro-1H-indole-2-carbonyl)amino]-3-cyclopropyl-propanoyl] amino]-3-(6,6-dimethyl-2-oxo-3-piperidyl)propanoate